O=C1NC(CCC1N1C(N(C2=C1C=CC=C2C2CCN(CC2)CCCN2CCC(CC2)NC(OC(C)(C)C)=O)C)=O)=O Tert-butyl N-[1-[3-[4-[1-(2,6-dioxo-3-piperidyl)-3-methyl-2-oxo-benzimidazol-4-yl]-1-piperidyl]propyl]-4-piperidyl]carbamate